ClC1=CC2=C(N=CN(C2=O)CC2(CCN(CC2)C(C[C@@H](C(F)F)C2=CC=CC=C2)=O)O)N1C1=CC=C(C=C1)[C@H]1NCCOC1 6-Chloro-3-((1-((R)-4,4-difluoro-3-phenylbutanoyl)-4-hydroxypiperidin-4-yl)methyl)-7-(4-((R)-morpholin-3-yl)phenyl)-3,7-dihydro-4H-pyrrolo[2,3-d]pyrimidin-4-one